1-[3-(3-hydroxy-8-isoquinolyl)-1-methyl-6,7-dihydro-4H-pyrazolo[4,3-c]pyridin-5-yl]ethanone OC=1N=CC2=C(C=CC=C2C1)C1=NN(C2=C1CN(CC2)C(C)=O)C